C(C=C)(=O)OCC1(N=C(OC1)C)C 4-acryloyl-oxymethyl-2,4-dimethyl-2-oxazoline